(S)-(3-fluoro-2-(trifluoromethyl)pyridin-4-yl)(6-methyl-1-(pyrimidin-2-yl)-1,4,6,7-tetrahydro-5H-[1,2,3]triazolo[4,5-c]pyridin-5-yl)methanone FC=1C(=NC=CC1C(=O)N1CC2=C(C[C@@H]1C)N(N=N2)C2=NC=CC=N2)C(F)(F)F